ClC1=CC=C(C=C1)C(C(=CC)C1=CC=CC=C1)=O 1-(4-chlorophenyl)-2-phenylbut-2-ene-1-one